2,4-bis(2,4-dihydroxyphenyl)-6-(4-methoxy-phenyl)-1,3,4-triazine OC1=C(C=CC(=C1)O)C1=NC(=CN(N1)C1=C(C=C(C=C1)O)O)C1=CC=C(C=C1)OC